2,2-dimethyl-N-(3-phenylpiperidin-4-yl)-3-((3-(trifluoromethyl)pyridin-2-yl)oxy)propanamide trifluoroacetate FC(C(=O)O)(F)F.CC(C(=O)NC1C(CNCC1)C1=CC=CC=C1)(COC1=NC=CC=C1C(F)(F)F)C